(3-chlorophenyl-2,4,5,6-d4)-9-(phenyl-d5)-9H-carbazole-1,2,3,5,6,7,8-d7 ClC=1C(=C(C(=C(C1[2H])[2H])[2H])C1=C(C(=C(C=2N(C3=C(C(=C(C(=C3C12)[2H])[2H])[2H])[2H])C1=C(C(=C(C(=C1[2H])[2H])[2H])[2H])[2H])[2H])[2H])[2H])[2H]